N1=C(N=CC(=C1)[C@H]1[C@@H](C1)C=1C=C(C(=C(C1)N1C[C@H](CC1)O)F)F)C1=NC=CC=N1 trans-(3S)-1-(5-(2-([2,2'-bipyrimidin]-5-yl)cyclopropyl)-2,3-difluorophenyl)pyrrolidin-3-ol